(2S)-2-Ethylhexyl 2-hydroxypropanoate OC(C(=O)OC[C@H](CCCC)CC)C